[C@H]12OC[C@H](N(C1)C1=CC=NN1C=1C(=NN(C1)C1CCC(CC1)CN(CCC1CCNCC1)C)C(F)F)C2 5-((1R,4R)-2-oxa-5-azabicyclo[2.2.1]heptane-5-yl)-N-(3-(difluoromethyl)-1-((1R,4R)-4-((Methyl(2-(piperidin-4-yl)ethyl)amino)methyl)cyclohexyl)-1H-pyrazol-4-yl)pyrazole